2-(difluoromethoxy)-N-(6-(difluoromethyl)pyridazin-4-yl)-8-methyl-8-(trifluoromethyl)-7,8-dihydro-6H-pyrazolo[1,5-a]pyrrolo[2,3-e]pyrimidine-6-carboxamide FC(OC1=NN2C(N=CC3=C2C(CN3C(=O)NC3=CN=NC(=C3)C(F)F)(C(F)(F)F)C)=C1)F